N-pentylphenyl-α-naphthylamine C(CCCC)N(C1=CC=CC2=CC=CC=C12)C1=CC=CC=C1